tert-butyl (4RS,6S)-2-(4-chloro-2-fluorophenyl)-3-iodo-4,6-dimethyl-6,7-dihydropyrazolo[1,5-a]pyrazine-5(4H)-carboxylate ClC1=CC(=C(C=C1)C1=NN2C([C@H](N([C@H](C2)C)C(=O)OC(C)(C)C)C)=C1I)F |&1:11|